FC(C(=O)O)(F)F.NCC=1C=C2CN(C(C2=CC1)=O)[C@]1(C(NC(CC1)=O)=O)C (R)-3-(5-(aminomethyl)-1-oxoisoindolin-2-yl)-3-methylpiperidine-2,6-dione trifluoroacetate